2-fluoro-2,3-dihydro-1H-inden-1-yl (1-methyl-4-(6-methyl-5-(methyl-sulfonamido)pyridin-2-yl)-1H-1,2,3-triazol-5-yl)carbamate CN1N=NC(=C1NC(OC1C(CC2=CC=CC=C12)F)=O)C1=NC(=C(C=C1)NS(=O)(=O)C)C